Methyl 6-(2,6-difluorophenyl)-4-((4-(3-methoxyoxetan-3-yl)phenyl)amino)pyridazine-3-carboxylate FC1=C(C(=CC=C1)F)C1=CC(=C(N=N1)C(=O)OC)NC1=CC=C(C=C1)C1(COC1)OC